7-oxa-2-azaspiro[3.5]Nonane C1NCC12CCOCC2